ClC1=C(C=C(C(=O)OCC)C=C1[N+](=O)[O-])OCCCO ethyl 4-chloro-3-(3-hydroxypropoxy)-5-nitrobenzoate